C(#N)C1CC(C1)C1=CN(C2=C1C=NC(=C2)NC(C)=O)C2=NC(=CC(=C2)C)C2(COCC2)OC N-(3-((1s,3s)-3-cyanocyclobutyl)-1-(6-(3-methoxytetrahydrofuran-3-yl)-4-methyl-pyridin-2-yl)-1H-pyrrolo[3,2-c]pyridin-6-yl)acetamide